NCC=1C=C2C=C(N(C2=CC1)CCCS(=O)(=O)C)CN1C(N(C2=C1C=C(C=C2)F)CC(F)(F)F)=O 3-((5-(aminomethyl)-1-(3-(methylsulfonyl)propyl)-1H-indol-2-yl)methyl)-5-fluoro-1-(2,2,2-trifluoroethyl)-1,3-dihydro-2H-benzo[d]imidazol-2-one